C(=O)(O)C1=C(C=C(C(C#N)O)C#N)C=CC=C1C(=O)O 2,3-dicarboxybenzalmalonitrile